7-hydroxyindane OC=1C=CC=C2CCCC12